3-chloro-4-(3-fluorophenylmethoxy)aniline ClC=1C=C(N)C=CC1OCC1=CC(=CC=C1)F